C\C(=C/CO)\C#C (E)-3-methylpent-2-ene-4-yne-1-ol